tert-butyl 4-[1-[2-chloro-4-[[1-methyl-5-[1-(5-nitro-2-pyridyl)-3-(trifluoromethyl)pyrazol-4-yl] imidazole-2-carbonyl] amino] benzoyl] piperidine-4-carbonyl]piperazine-1-carboxylate ClC1=C(C(=O)N2CCC(CC2)C(=O)N2CCN(CC2)C(=O)OC(C)(C)C)C=CC(=C1)NC(=O)C=1N(C(=CN1)C=1C(=NN(C1)C1=NC=C(C=C1)[N+](=O)[O-])C(F)(F)F)C